N'-acetyl-4-amino-N-(2,1,3-benzothiadiazol-5-ylmethyl)-N',1-dimethyl-pyrazolo[4,3-c]quinoline-8-carbohydrazide C(C)(=O)N(N(C(=O)C1=CC=2C3=C(C(=NC2C=C1)N)C=NN3C)CC3=CC=1C(=NSN1)C=C3)C